(3-bromo-2-hydroxyphenylamino)-1-(4-methoxybenzyl)piperidine-2,6-dione BrC=1C(=C(C=CC1)NC1C(N(C(CC1)=O)CC1=CC=C(C=C1)OC)=O)O